[2,6-Bis(2,6-dimethoxyphenyl)phenyl]-methyl-tert-butylphosphin COC1=C(C(=CC=C1)OC)C1=C(C(=CC=C1)C1=C(C=CC=C1OC)OC)P(C(C)(C)C)C